BrC=1N=C(C=2N(C1)N=C(N2)C(C2=C(C=CC=C2F)F)O[Si](C)(C)C(C)(C)C)N(CC2=CC=C(C=C2)OC)CC2=CC=C(C=C2)OC 6-bromo-2-(((tert-butyldimethylsilyl)oxy)(2,6-difluorophenyl)methyl)-N,N-bis(4-methoxybenzyl)-[1,2,4]triazolo[1,5-a]pyrazin-8-amine